2-benzyl-2-methylamino-1-(4-morpholinylphenyl)-1-butanone C(C1=CC=CC=C1)C(C(=O)C1=CC=C(C=C1)N1CCOCC1)(CC)NC